OC(C(=O)C1=CC=C(CC2=CC=C(C=C2)C(C(C)C)=O)C=C1)(C)C 1-(4-(4-(2-hydroxy-2-methylpropionyl)benzyl)phenyl)-2-methyl-1-propanone